methyl cis-2-(3-cyclopropylbenzyl)-3-((methylsulfonyl)amino)piperidine-1-carboxylate C1(CC1)C=1C=C(C[C@@H]2N(CCC[C@@H]2NS(=O)(=O)C)C(=O)OC)C=CC1